The molecule is a dTDP-D-fucose(2-) in which the anomeric centre of the fucose fragment has alpha-configuration. It is a conjugate base of a dTDP-alpha-D-fucose. C[C@@H]1[C@@H]([C@@H]([C@H]([C@H](O1)OP(=O)([O-])OP(=O)([O-])OC[C@@H]2[C@H](C[C@@H](O2)N3C=C(C(=O)NC3=O)C)O)O)O)O